(S)-1-((3aR,5S,6aR)-2,2-dimethyltetrahydrofuro[2,3-d][1,3]Dioxol-5-yl)but-3-yn-1-ol CC1(O[C@H]2[C@@H](O1)O[C@@H](C2)[C@H](CC#C)O)C